C(CC(O)(C(=O)O)CC(=O)O)(=O)O.B(O)(O)O.C(C)(=O)NN[C@H](CC(C)C)C(=O)O acetamido-D-leucine borate citrate